(S)-5-(7-((tert-butoxycarbonyl)amino)-5-azaspiro[2.4]heptane-5-yl)pyrazine-2-carboxylic acid methyl ester COC(=O)C1=NC=C(N=C1)N1CC2(CC2)[C@@H](C1)NC(=O)OC(C)(C)C